2-(benzylthio)-3,5-difluoro-4-methylpyridine C(C1=CC=CC=C1)SC1=NC=C(C(=C1F)C)F